C(C)OC(=O)C=1C=NC(=NC1)N1CCN(CC1)CCOCCOCCC(=O)O 3-(2-(2-(4-(5-ethoxycarbonylpyrimidin-2-yl)piperazin-1-yl)ethoxy)ethoxy)propanoic acid